(S)-1-acetyl-3-methoxy-N-(6-(5-methyl-6,7-dihydro-5H-pyrrolo[2,1-c][1,2,4]triazol-3-yl)pyridin-2-yl)-1H-pyrazole-4-carboxamide C(C)(=O)N1N=C(C(=C1)C(=O)NC1=NC(=CC=C1)C=1N2C(=NN1)CC[C@@H]2C)OC